5-((1s,4s)-4-methoxycyclohexyl)-4-((4-methylphenyl)sulfonamido)-1H-pyrazole-3-carboxylic acid COC1CCC(CC1)C1=C(C(=NN1)C(=O)O)NS(=O)(=O)C1=CC=C(C=C1)C